N-[2-(4,4-difluorocyclohexyl)-4-(2,5-difluorophenyl)-3-pyridyl]carbamate FC1(CCC(CC1)C1=NC=CC(=C1NC([O-])=O)C1=C(C=CC(=C1)F)F)F